C(#N)[C@@]1(C[C@H](CN(CC1)C=1C2=C(N=C(N1)OCC13CCCN3CCC1)C(=C(N=C2)C2=CC(=CC1=CC=CC(=C21)C#C)O)F)NC(C=C)=O)C N-((3R,5S)-5-cyano-1-(7-(8-ethynyl-3-hydroxynaphthalen-1-yl)-8-fluoro-2-((tetrahydro-1H-pyrrolizin-7a(5H)-yl)methoxy)pyrido[4,3-d]pyrimidin-4-yl)-5-methylazepan-3-yl)acrylamide